1,3-dimethyl-pyridin-2-one CN1C(C(=CC=C1)C)=O